2-[6-[[1-methyl-5-(trifluoromethyl)pyrazol-3-yl]methyl]-2-azaspiro[3.3]heptane-2-carbonyl]-2,5-diazaspiro[3.5]nonan-6-one CN1N=C(C=C1C(F)(F)F)CC1CC2(CN(C2)C(=O)N2CC3(C2)NC(CCC3)=O)C1